C(C1=CC=CC=C1)(=O)OC[C@@]12CCCN2[C@@H](CC1)CO[Si](C1=CC=CC=C1)(C1=CC=CC=C1)C(C)(C)C ((3S,7aR)-3-(((tert-butyldiphenylsilyl)oxy)methyl)hexahydro-1H-pyrrolizin-7a-yl)methyl benzoate